ClC=1C=C(C=CC1Cl)C=1N=C(NC1C)CC1=CSC=C1 4-(3,4-dichlorophenyl)-5-methyl-2-(3-thienylmethyl)imidazole